4-amino-6-cyclopropyl-N-(4-(methoxymethyl)phenyl)-7-(1-methylcyclopropyl)-7H-pyrrolo[2,3-d]pyrimidine-5-carboxamide NC=1C2=C(N=CN1)N(C(=C2C(=O)NC2=CC=C(C=C2)COC)C2CC2)C2(CC2)C